(1S,3R,4S)-N-((R)-1-cyano-2-((R)-2-oxopyrrolidin-3-yl)ethyl)-2-(4-(difluoromethyl)-6-fluoro-1H-indole-2-carbonyl)-5,5-difluoro-2-azabicyclo[2.2.2]octane-3-carboxamide C(#N)[C@@H](C[C@@H]1C(NCC1)=O)NC(=O)[C@@H]1N([C@@H]2CC([C@H]1CC2)(F)F)C(=O)C=2NC1=CC(=CC(=C1C2)C(F)F)F